N-benzyl-3-[8-(pentylamino)-1,5-naphthyridin-2-yl]benzene-1-sulfonamide C(C1=CC=CC=C1)NS(=O)(=O)C1=CC(=CC=C1)C1=NC2=C(C=CN=C2C=C1)NCCCCC